O1N=CC=NC1=O 1,2,5-oxadiazin-6-one